NCC1(CCCC1)NC(C)C 1-(aminomethyl)-N-isopropylcyclopentan-1-amine